5-chloro-2-(2-chloro-4-fluorophenoxy)-N-(6-oxo-1,6-dihydropyridazin-4-yl)-4-(trifluoromethyl)benzamide Potassium 4-(5-cyano-1-ethyl-1H-1,3-benzodiazol-2-yl)benzoate C(#N)C1=CC2=C(N(C(=N2)C2=CC=C(C(=O)[O-])C=C2)CC)C=C1.[K+].ClC=1C(=CC(=C(C(=O)NC=2C=NNC(C2)=O)C1)OC1=C(C=C(C=C1)F)Cl)C(F)(F)F